C(C=C)(=O)N1CC2(CCN(C2)C=2C=NC=CC2C2=CC(=C(CNC(=O)C=3N=NN(C3)C(C)(C)C)C=C2)C)CC1 N-(4-(3-(7-propenoyl-2,7-diazaspiro[4.4]nonan-2-yl)pyridin-4-yl)-2-methylbenzyl)-1-(tert-butyl)-1H-1,2,3-triazole-4-carboxamide